3-fluoro-2-((trimethylsilyl)methoxy)benzaldehyde FC=1C(=C(C=O)C=CC1)OC[Si](C)(C)C